CC1(CC1)C(O)C=1C=NC=CC1 (1-methylcyclopropyl)(pyridin-3-yl)methanol